1-(4-fluoro-3-methoxy-2-nitrophenyl)ethanone FC1=C(C(=C(C=C1)C(C)=O)[N+](=O)[O-])OC